N1(C=NC=C1)CCOC1=C(C=C2CCN(CC2=C1)CCC1=CC=C(C=C1)[N+](=O)[O-])OC 7-(2-(1H-Imidazol-1-yl)ethoxy)-6-methoxy-2-(4-nitrophenethyl)-1,2,3,4-tetrahydroisoquinoline